(S)-4-ethyl-8-fluoro-4-hydroxy-9-methyl-11-(1H-pyrazol-4-yl)-1,12-dihydro-14H-pyrano[3',4':6,7]indolizino[1,2-b]quinoline-3,14(4H)-dione C(C)[C@]1(C(OCC=2C(N3CC=4C(=NC=5C=C(C(=CC5C4C=4C=NNC4)C)F)C3=CC21)=O)=O)O